ClC1=CC=C(C=C1)N(C(OCC1CCC(CC1)CCO)=O)C1=CC=CC=C1 ((1s,4s)-4-(2-hydroxyethyl)cyclohexyl)methyl (4-chlorophenyl)(phenyl)carbamate